C(C)(C)(C)NC(=O)C1=NC=CC(=C1F)NC(CC1=C(C=CC(=C1)Cl)O)=O N-tert-butyl-4-[[2-(5-chloro-2-hydroxy-phenyl)acetyl]amino]-3-fluoro-pyridine-2-carboxamide